C(#N)[C@H](C[C@H]1C(NCC1)=O)NC(=O)[C@@H]1[C@H]2C([C@H]2CN1C([C@H](C(C)(C)C)NC(CC1=CC=CC=C1)=O)=O)(C)C (1R,2S,5S)-N-((S)-1-cyano-2-((S)-2-oxopyrrolidin-3-yl)ethyl)-3-((S)-3,3-dimethyl-2-(2-phenylacetamido)butanoyl)-6,6-dimethyl-3-azabicyclo[3.1.0]hexane-2-carboxamide